BrC1=C(OC2=NC(=NC(=N2)OC2=C(C=C(C=C2Br)Br)Br)OC2=C(C=C(C=C2Br)Br)Br)C(=CC(=C1)Br)Br tris(2,4,6-tribromophenoxy)s-triazine